Cl.C12CNCC(CC1)C2N(C=2SC=1N=C(N=CC1N2)C=2C=C(C=1N(C2)C=C(N1)C)C#N)C 6-{2-[(8-trans)-3-azabicyclo[3.2.1]oct-8-yl-(methyl)amino][1,3]thiazolo[5,4-d]pyrimidin-5-yl}-2-methylimidazo[1,2-a]pyridine-8-carbonitrile hydrochloride